N-(3-bromophenyl)-N-(4-(5-(difluoromethyl)-1,3,4-oxadiazol-2-yl)-2-fluorobenzyl)thiomorpholine-4-carboxamide BrC=1C=C(C=CC1)N(C(=O)N1CCSCC1)CC1=C(C=C(C=C1)C=1OC(=NN1)C(F)F)F